(6Ar,10aR)-9-methyl-6-methylidene-3-nonyl-6a,7,8,10a-tetrahydrobenzo[c]chromen-1-ol CC1=C[C@@H]2[C@H](C(OC=3C=C(C=C(C23)O)CCCCCCCCC)=C)CC1